tris[2-(pentafluorophenyl)-propyl]aluminum FC1=C(C(=C(C(=C1C(C[Al](CC(C)C1=C(C(=C(C(=C1F)F)F)F)F)CC(C)C1=C(C(=C(C(=C1F)F)F)F)F)C)F)F)F)F